IC1=CN(C=2N=C(N=C(C21)C=CC=2C=C(C=NC2)OCCO)NC)S(=O)(=O)C2=CC=C(C)C=C2 2-((5-(2-(5-iodo-2-(methylamino)-7-tosyl-7H-pyrrolo[2,3-d]pyrimidin-4-yl)vinyl)pyridin-3-yl)oxy)ethanol